C1(CCCCC1)OC(C(C(=O)NC1=C(C=C(C=C1)[C@H](C)[C@H](C(=O)N1CCN(CC1)C)NC(CC)=O)F)NC(=O)C1=CC=NN1CC)C 3-(cyclohexyloxy)-2-[(1-ethyl-1H-pyrazol-5-yl)formamido]-N-{2-fluoro-4-[(2S,3R)-4-(4-methylpiperazin-1-yl)-4-oxo-3-propanamidobutan-2-yl]phenyl}butanamide